tert-butyl (R)-2-(3-cyano-5-(4,4,5,5-tetramethyl-1,3,2-dioxaborolan-2-yl)phenyl)-4-(methylsulfonyl)piperazine-1-carboxylate C(#N)C=1C=C(C=C(C1)B1OC(C(O1)(C)C)(C)C)[C@H]1N(CCN(C1)S(=O)(=O)C)C(=O)OC(C)(C)C